3-(6-Amino-1-(2-isopropylphenyl)-2,4-dioxo-1,2,3,4-tetrahydropyrimidin-5-yl)-3-oxopropionitrile NC1=C(C(NC(N1C1=C(C=CC=C1)C(C)C)=O)=O)C(CC#N)=O